tert-butyl (1R,5S)-3-(8-fluoro-7-(7-methylnaphthalen-1-yl)-2-(((S)-1-methylpyrrolidin-2-yl)methoxy)pyrido[4,3-d]pyrimidin-4-yl)-3,8-diazabicyclo[3.2.1]octane-8-carboxylate FC1=C(N=CC2=C1N=C(N=C2N2C[C@H]1CC[C@@H](C2)N1C(=O)OC(C)(C)C)OC[C@H]1N(CCC1)C)C1=CC=CC2=CC=C(C=C12)C